C(C)(C)OC(C=CC=CC=CC=CC=CCCCCCCCCC)=O eicosapentaenoic acid isopropyl ester